(R)-(4-(7-fluoropyrazolo[1,5-a]pyridin-2-yl)-6,7-dihydro-1H-imidazo[4,5-c]pyridin-5(4H)-yl)(6-methylpyrazolo[1,5-a]pyridin-3-yl)methanone FC1=CC=CC=2N1N=C(C2)[C@@H]2N(CCC1=C2N=CN1)C(=O)C=1C=NN2C1C=CC(=C2)C